1-methoxypropan-2-yl (3R,4S)-3-{5-[4-amino-5-(trifluoromethyl)pyrrolo[2,1-f][1,2,4]triazin-7-yl]-2-methoxypyridine-3-amido}-4-fluoropyrrolidine-1-carboxylate NC1=NC=NN2C1=C(C=C2C=2C=C(C(=NC2)OC)C(=O)N[C@@H]2CN(C[C@@H]2F)C(=O)OC(COC)C)C(F)(F)F